4,6-difluorophenoxydifluoroacetic acid FC1=CC=C(OC(C(=O)O)(F)F)C(=C1)F